N-(4-((5-chloro-4-(3-fluorophenoxy)-2-(2-hydroxypropan-2-yl)phenyl)amino)-7-methoxyquinazolin-6-yl)-4-(dimethylamino)but-2-enamide ClC=1C(=CC(=C(C1)NC1=NC=NC2=CC(=C(C=C12)NC(C=CCN(C)C)=O)OC)C(C)(C)O)OC1=CC(=CC=C1)F